N-(2-chloro-4-(3,4-dihydroisoquinolin-2(1H)-yl)-6-(trifluoromethyl)phenyl)-3,3-dimethylbutanamide ClC1=C(C(=CC(=C1)N1CC2=CC=CC=C2CC1)C(F)(F)F)NC(CC(C)(C)C)=O